((1R,4R)-2-oxa-5-azabicyclo[2.2.1]heptan-5-yl)(3-(2-(6-(methylsulfonyl)pyridin-3-yl)furo[3,2-b]pyridin-7-yl)phenyl)methanone [C@H]12OC[C@H](N(C1)C(=O)C1=CC(=CC=C1)C1=C3C(=NC=C1)C=C(O3)C=3C=NC(=CC3)S(=O)(=O)C)C2